O1C(=CC=C1CO)CO 5-Furandimethanol